pentyl-1,4-benzoquinone C(CCCC)C=1C(C=CC(C1)=O)=O